BrC=1C=C(C=CC1)C1OC2=C(C1)C=C(C(=C2)Cl)F 2-(m-bromophenyl)-6-chloro-5-fluoro-2,3-dihydro-1-benzofuran